FC=1C=C(C=CC1N1CCC(CC1)N1CCC(CC1)COC1=CC(=C2C(NC(=NC2=C1)CSC1CCOCC1)=O)F)NC1C(NC(CC1)=O)=O 3-((3-fluoro-4-(4-(((5-fluoro-4-oxo-2-(((tetrahydro-2H-pyran-4-yl)thio)methyl)-3,4-dihydroquinazolin-7-yl)oxy)methyl)-[1,4'-bipiperidin]-1'-yl)phenyl)amino)piperidine-2,6-dione